CC1(C2CC=3C(=NC(=NC3C1C2)O)C=CC=2C=NC1=CC=CC=C1C2)C 7,7-dimethyl-4-(2-(quinolin-3-yl)vinyl)-5,6,7,8-tetrahydro-6,8-methanoquinazolin-2-ol